CC(C)(CN(C)CCN(C)C)N N,N,N'',N'',N''-pentamethyldiethylenetriamine